Cl.C(C)OC1=C(OC[C@@H]2CN(CCO2)C(=O)OC(C)OC([C@H](C(C)C)N)=O)C=CC=C1 1-[(S)-2-Amino-3-methylbutyroxy]ethyl (S)-2-[(o-ethoxyphenoxy)methyl]-4-morpholinecarboxylate, hydrochloride